3-Carbamoyl-3-[(3-chloro-phenyl)-hydroxy-(4-trifluoromethoxy-phenyl)-methyl]-azetidine-1-carboxylic acid tertbutyl ester C(C)(C)(C)OC(=O)N1CC(C1)(C(C1=CC=C(C=C1)OC(F)(F)F)(O)C1=CC(=CC=C1)Cl)C(N)=O